C(C)(C)(C)N1N=CC(=C1C(=O)NC1=C(C=C(C=C1)C)C)OC1=CC(=CC=C1)C(F)(F)F 1-(tert-butyl)-N-(2,4-dimethylphenyl)-4-(3-(trifluoromethyl)phenoxy)-1H-pyrazole-5-carboxamide